4-phenoxyphenyl-4-methylpiperidin-1-yl-formate O(C1=CC=CC=C1)C1=CC=C(C=C1)C1N(CCC(C1)C)C(=O)[O-]